ClC1=C(C=CC(=C1)F)N1C(C(=CC=C1C1CC1)C(=O)O)=O 1-(2-chloro-4-fluoro-phenyl)-6-cyclopropyl-2-oxo-pyridine-3-carboxylic acid